tert-Butyl N-[(3S,4S)-1-[7-(4-chloro-2-methyl-2H-indazol-5-yl)-5-[2-(trimethylsilyl)ethoxy]-5H-pyrrolo[2,3-b]pyrazin-3-yl]-3-fluoropiperidin-4-yl]carbamate ClC=1C2=CN(N=C2C=CC1C1=CN(C2=NC(=CN=C21)N2C[C@@H]([C@H](CC2)NC(OC(C)(C)C)=O)F)OCC[Si](C)(C)C)C